(S)-4-(5-amino-3-oxo-4-((((phenyl-d5)methyl-d2)sulfonyl)oxy)-2,3-dihydrofuran-2-yl-2-d)benzoic acid-d NC1=C(C([C@](O1)([2H])C1=CC=C(C(=O)O[2H])C=C1)=O)OS(=O)(=O)C([2H])([2H])C1=C(C(=C(C(=C1[2H])[2H])[2H])[2H])[2H]